FC1=C(C(=CC(=C1F)F)F)B(O)O (2,3,4,6-tetrafluorophenyl)boronic acid